4-(3-(cyclopropyl(7-fluoro-[1,2,4]triazolo[4,3-a]quinazolin-5-yl)amino)-5-fluorophenyl)-2-methylbut-3-yn-2-ol C1(CC1)N(C=1C=C(C=C(C1)F)C#CC(C)(O)C)C1=NC=2N(C3=CC=C(C=C13)F)C=NN2